Tert-butyl 6-(5-methyl-3-(3,7,7-trimethyl-2-oxo-1-oxa-3,8-diazaspiro[4.5]decan-8-yl)-1H-pyrazol-1-yl)-2-azaspiro[3.3]heptane-2-carboxylate CC1=CC(=NN1C1CC2(CN(C2)C(=O)OC(C)(C)C)C1)N1C(CC2(CN(C(O2)=O)C)CC1)(C)C